ClC=1C=C(C(=C(C1)O)C=1N=NC(=CC1)N1C[C@H](OCC1)CF)C 5-chloro-2-[6-[(2S)-2-(fluoromethyl)morpholin-4-yl]pyridazin-3-yl]-3-methyl-phenol